ClC1=C(C=C2C(=NC(N(C2=C1)C1=CC=CC=C1)=O)NC)OC 7-chloro-6-methoxy-4-(methylamino)-1-phenylquinazolin-2(1H)-one